ClC1=CC=C(C2=C1C=CO2)COC2=CC=CC(=N2)C2=CCC(CC2)CC2=NC1=C(N2C[C@H]2OCC2)C=C(C=C1)C(=O)O 2-((4-(6-((4-chlorobenzofuran-7-yl)methoxy)pyridin-2-yl)cyclohex-3-en-1-yl)methyl)-1-(((S)-oxetan-2-yl)methyl)-1H-benzo[d]imidazole-6-carboxylic acid